Cl.Cl.NCCOCCN1CC(CC1)C(=O)NC=1N=C(SC1)C1=CC(=C(C=C1)Cl)Cl 1-(2-(2-aminoethoxy)ethyl)-N-(2-(3,4-dichlorophenyl)thiazol-4-yl)pyrrolidine-3-carboxamide dihydrochloride